S(=O)(=O)=C1NCCOC1 sulfonylmorpholin